2-(2-((3-aminophenyl)sulfonamido)acetamido)-N-(4-methoxyphenyl)-N-methyl-3-phenylpropionamide NC=1C=C(C=CC1)S(=O)(=O)NCC(=O)NC(C(=O)N(C)C1=CC=C(C=C1)OC)CC1=CC=CC=C1